C1(=CC=CC=C1)COC1=CC=C(C=C1)CCC(C(=O)O)CCCCCCCC.C(C)OC(CCCCCCCCC)=O decanoic acid ethyl ester (2-(4-Phenylmethoxyphenyl) ethyldecanoate)